methyl-sodium folate C(CC[C@@H](C(=O)O)NC(=O)C1=CC=C(NCC2=CN=C3N=C(N)NC(=O)C3=N2)C=C1)(=O)O.C[Na]